NC=1C=NN(C1)CC(=O)N(CCOC1=CC=C(C=C1)C)C (4-aminopyrazol-1-yl)-N-methyl-N-[2-(4-methylphenoxy)ethyl]acetamide